CN(C)\C=N\C=1C2=C(N=CN1)N(C(=C2C=2C=NC1=CC=CC=C1C2)C#C)C21CCC(CC2)(C1)NC(=O)C1=NC=C(N=C1)C (E)-N-(4-(4-(((dimethylamino)methylene)amino)-6-ethynyl-5-(quinolin-3-yl)-7H-pyrrolo[2,3-d]pyrimidin-7-yl)bicyclo[2.2.1]heptan-1-yl)-5-methylpyrazine-2-carboxamide